(S)-1-(1H-1,2,3-triazol-1-yl)propan-2-amine dihydrochloride Cl.Cl.N1(N=NC=C1)C[C@H](C)N